COC(=O)[C@@H]1[C@@H](CC1)C(=O)O |r| (1R,2S)- and (1S,2R)-2-(methoxycarbonyl)cyclobutane-1-carboxylic acid